2-chloro-3-ethyl-4-(4,4,5,5-tetramethyl-1,3,2-dioxaborolan-2-yl)phenol ClC1=C(C=CC(=C1CC)B1OC(C(O1)(C)C)(C)C)O